2'-(2-ethoxypyridin-3-yl)-6',7'-dihydro-8'H-spiro[piperidine-4,5'-[1,7]naphthyridin]-8'-one C(C)OC1=NC=CC=C1C1=NC=2C(NCC3(C2C=C1)CCNCC3)=O